N[C@@H](CN1C(C=2C=C3C(=CC2CC1)N(C(=N3)C=3N(C1=C(C(=CC=C1C3)C)C)CC3CC3)C)=O)C (R)-6-(2-aminopropyl)-2-(1-(cyclopropylmethyl)-6,7-dimethyl-1H-indol-2-yl)-1-methyl-1,6,7,8-tetrahydro-5H-imidazo[4,5-g]isoquinolin-5-one